ClC=1C(=CC=C2N=CC(=NC12)C=1C=NN(C1)CC(=O)N)OC=1C=CC2=C(NC(=N2)C)C1 (4-(8-chloro-7-((2-methyl-1H-benzo[d]imidazol-6-yl)oxy)quinoxalin-2-yl)-1H-pyrazol-1-yl)acetamide